S(C1=CC=CC=C1)C1=CC=CC=C1 sulfanediyldibenzene